4,5,9,10-tetraaza-perylene C1=CC=C2N=NC=C3C4=CC=NC5=NC=CC(C1=C23)=C45